O=C1NC(CCC1N1C(N(C2=C1C=CC(=C2)C2CCN(CC2)C(CCCNC(OC(C)(C)C)=O)=O)C)=O)=O tert-butyl N-[4-[4-[1-(2,6-dioxo-3-piperidyl)-3-methyl-2-oxo-benzimidazol-5-yl]-1-piperidyl]-4-oxo-butyl]carbamate